N-benzoyl-L-threonine C[C@H]([C@@H](C(=O)O)NC(=O)C1=CC=CC=C1)O